NC=1C(=NC=CC1F)CO (3-amino-4-fluoropyridin-2-yl)methanol